CC1(OC2(CN(C2)C(=O)OC(C)(C)C)CNC1)C tert-butyl 6,6-dimethyl-5-oxa-2,8-diazaspiro[3.5]nonane-2-carboxylate